(Z)-5-(2-Fluoro-6-methoxyphenyl)-3-(1-((1-methyl-1H-pyrazol-4-yl)amino)propylidene)-1H-pyrrolo[2,3-c]pyridin-2(3H)-one FC1=C(C(=CC=C1)OC)C=1C=C/2C(=CN1)NC(\C2=C(\CC)/NC=2C=NN(C2)C)=O